C(#N)COC1=C(C(=C(C=C1)C1=CN=CN1C)F)F 5-[4-(cyanomethoxy)-2,3-difluoro-phenyl]-1-methyl-imidazole